NC1=NC=NN2C1=C(N=C2C(C)C)C2=CC=C(CNC(=O)C1=CC=CC=3CCOC31)C=C2 N-(4-(4-amino-7-isopropylimidazo[5,1-f][1,2,4]triazin-5-yl)benzyl)-2,3-dihydrobenzofuran-7-carboxamide